4-((3-fluorophenyl)((8-methyl-4-oxochroman-7-yl)oxy)methyl)benzonitrile FC=1C=C(C=CC1)C(C1=CC=C(C#N)C=C1)OC1=CC=C2C(CCOC2=C1C)=O